C(C)(C)(C)C1CCN(CC1)C=1C=NC(=C(C1)C=1N=NNN1)C=1C=C2C=NN(C2=CC1)C 4-(tert-butyl)-N-(6-(1-methyl-1H-indazol-5-yl)-5-(2H-tetrazol-5-yl)pyridin-3-yl)piperidine